(2-bromo-5-fluorophenyl)(methyl)((3-(5-(trifluoromethyl)-1,2,4-oxadiazol-3-yl)benzyl)imino)-λ6-sulfanone BrC1=C(C=C(C=C1)F)S(=O)(=NCC1=CC(=CC=C1)C1=NOC(=N1)C(F)(F)F)C